C(#N)C=1C=CC(=C2C=CC=NC12)N1C[C@@]2(C[C@@]2(C1)C(F)(F)F)C(=O)N[C@H]1CN(CCC1(F)F)C (1S,5R)-3-(8-cyanoquinolin-5-yl)-N-((S)-4,4-difluoro-1-methylpiperidin-3-yl)-5-(trifluoromethyl)-3-azabicyclo[3.1.0]hexane-1-carboxamide